ClC1=CC=C(C(=N1)C(=O)OC)N[C@H](C)C=1C=C(C=C2C(N(C(=NC12)C1=C(N=C(O1)C)C)C)=O)C methyl (R)-6-chloro-3-((1-(2-(2,4-dimethyloxazol-5-yl)-3,6-dimethyl-4-oxo-3,4-dihydroquinazolin-8-yl)ethyl)amino)picolinate